2-chloromethyl-4-methoxyl-3,5-dimethylpyridine ClCC1=NC=C(C(=C1C)OC)C